FC(OC=1C=C(C=CC1)[N+]#[C-])F 3-(DIFLUOROMETHOXY)PHENYLISOCYANIDE